CN(C(CN1N=C(C=C1)[C@@H]1N(C[C@H](CC1)C)C(=O)OC(C)(C)C)=O)C |r| tert-butyl rac-(2R,5S)-2-[1-[2-(dimethylamino)-2-oxo-ethyl]pyrazol-3-yl]-5-methyl-piperidine-1-carboxylate